α-fluorocinnamic acid FC(C(=O)O)=CC1=CC=CC=C1